C12(CC3CC(CC(C1)C3)C2)CN2N=CC(=C2C)C2=C(N=C(S2)N2CCC3=C2N=NC(=C3C)NC=3SC2=C(N3)C=CC=C2)C(=O)OCC ethyl 5-{1-[(adamantan-1-yl)methyl]-5-methyl-1H-pyrazol-4-yl}-2-{3-[(1,3-benzothiazol-2-yl)amino]-4-methyl-5H,6H,7H-pyrrolo[2,3-c]pyridazin-7-yl}-1,3-thiazole-4-carboxylate